Br.CP(C)CCCCCCCCCCCCCCCCCCCCCC P,P-dimethyl-behenylphosphine hydrobromide